(S)-N,N,3-Trimethyl-3-phenyl-2-(phenylamino)butanamide CN(C([C@H](C(C)(C1=CC=CC=C1)C)NC1=CC=CC=C1)=O)C